1-[(1-methyl-1H-pyrazol-4-yl)-[(3S)-1-methylpyrrolidin-3-yl]sulfamoyl]urea CN1N=CC(=C1)N(S(=O)(=O)NC(=O)N)[C@@H]1CN(CC1)C